N[C@H]1CN(CC1)C=1C=CC=2N=CN=C(C2N1)NC1=C(C(=CC=C1)Cl)F (R)-6-(3-aminopyrrolidin-1-yl)-N-(3-chloro-2-fluorophenyl)pyrido[3,2-d]pyrimidin-4-amine